C(C1=CC=CC=C1)N1CCC(CC1)CCC(=O)C1=CC=C(C=C1)C=1CCN(CC1)CCCCC1=CNC2=CC=C(C=C12)C#N 3-(4-(4-(4-(3-(1-benzylpiperidin-4-yl)propionyl)phenyl)-3,6-dihydropyridin-1(2H)-yl)butyl)-1H-indole-5-carbonitrile